Iron-Oxide [O-2].[Fe+2]